(2S*,5'S*)-N-(2,4-dichlorobenzyl)-5'-fluoro-1-((2-nitrophenyl)sulfonyl)-6',7'-dihydro-5'H-spiro[aziridine-2,8'-quinoline]-5'-carboxamide ClC1=C(CNC(=O)[C@]2(C=3C=CC=NC3[C@@]3(CC2)N(C3)S(=O)(=O)C3=C(C=CC=C3)[N+](=O)[O-])F)C=CC(=C1)Cl |o1:7,14|